N-Ethyl-3-(((1S,3S)-3-((2-oxo-2H-[1,3'-bipyridin]-6'-yl)amino)cyclopentyl)amino)-1,2,4-triazine-6-carboxamide C(C)NC(=O)C1=CN=C(N=N1)N[C@@H]1C[C@H](CC1)NC1=CC=C(C=N1)N1C(C=CC=C1)=O